GLYCERO-MANNO-HEPTOSE PHOSPHATE P(=O)(O)(O)O.O=C[C@@H](O)[C@@H](O)[C@H](O)[C@H](O)[C@H](O)CO